3-(2,6-difluoro-4-((2R,3S)-2-methyl-3-((5-(3-(trifluoromethyl)bicyclo[1.1.1]pentan-1-yl)-1,3,4-oxadiazol-2-yl)amino)azetidin-1-yl)phenyl)piperidine-2,6-dion FC1=C(C(=CC(=C1)N1[C@@H]([C@H](C1)NC=1OC(=NN1)C12CC(C1)(C2)C(F)(F)F)C)F)C2C(NC(CC2)=O)=O